4-(4-((2,6-dioxopiperidin-3-yl)thio)phenyl)piperidine-1-carboxylic acid tert-butyl ester C(C)(C)(C)OC(=O)N1CCC(CC1)C1=CC=C(C=C1)SC1C(NC(CC1)=O)=O